COC(=O)C=1C=C2C=C(C(=NC2=CC1)Cl)CO 2-chloro-3-(hydroxymethyl)quinoline-6-carboxylic acid methyl ester